COC1=CC=C(CNC2=NC(=NS2)C2=C3C=CC(=CC3=CC=C2)C(=O)OC)C=C1 methyl 5-(5-((4-methoxybenzyl)amino)-1,2,4-thiadiazol-3-yl)-2-naphthoate